C(O)C(N(CO)CO)C(=O)O.[K] potassium trimethylolglycine